trans-1-(6-([1,1'-biphenyl]-3-ylamino)pyrimidin-4-yl)-4-(3,4-dihydroisoquinolin-2(1H)-yl)piperidin-3-ol C1(=CC(=CC=C1)NC1=CC(=NC=N1)N1C[C@H]([C@@H](CC1)N1CC2=CC=CC=C2CC1)O)C1=CC=CC=C1